3-(4-bromo-3-((2S,3R)-2-(2,2-difluorobenzo[d][1,3]dioxolan-5-yl)-4,4,4-Trifluoro-3-methylbutanamido)phenyl)-3-cyclopropylpropionic acid BrC1=C(C=C(C=C1)C(CC(=O)O)C1CC1)NC([C@@H]([C@H](C(F)(F)F)C)C1=CC2=C(OC(O2)(F)F)C=C1)=O